2-[2-(1-pyrrolidinyl)ethoxy]ethyl-N-methyl-(2-cyanoethyl)-amine N1(CCCC1)CCOCCN(C)CCC#N